(3,5-dichloro-4-((1-isopropyl-1H-benzo[d]imidazol-6-yl)oxy)phenyl)-5-oxo-4,5-dihydro-1,2,4-oxadiazole-3-carboxamide ClC=1C=C(C=C(C1OC=1C=CC2=C(N(C=N2)C(C)C)C1)Cl)N1C(=NOC1=O)C(=O)N